OCC=1C=CC=2OCCN(C2N1)C(=O)OC(C)(C)C tert-butyl 6-(hydroxymethyl)-2,3-dihydro-4H-pyrido[3,2-b][1,4]oxazine-4-carboxylate